(S)-N-(5-benzylthiazol-2-yl)-1-cyanopyrrolidine-3-carboxamide C(C1=CC=CC=C1)C1=CN=C(S1)NC(=O)[C@@H]1CN(CC1)C#N